methyl (2S)-5-(1,1-dioxo-1,4-thiazinan-4-yl)piperidine-2-carboxylate O=S1(CCN(CC1)C1CC[C@H](NC1)C(=O)OC)=O